methyl (2S)-2-(((2-(3-chlorophenyl)-2,2-difluoro-1-phenylethoxy) carbonyl) amino)-4,4-difluorobutanoate ClC=1C=C(C=CC1)C(C(OC(=O)N[C@H](C(=O)OC)CC(F)F)C1=CC=CC=C1)(F)F